4-(6-hydroxy-8-methyl-[1,3]dioxolo[4,5-h]quinazolin-4-yl)piperidine (1-benzyl-4,4-diethoxypiperidin-2-yl)methyl-methanesulfonate C(C1=CC=CC=C1)N1C(CC(CC1)(OCC)OCC)CCS(=O)(=O)O.OC1=NC(=NC=2C3=C(C(=CC12)C1CCNCC1)OCO3)C